2-(2,6-difluoro-4-(4,4,5,5-tetramethyl-1,3,2-dioxaborolan-2-yl)benzyl)-1-(2-methoxyethyl)-1H-benzo[d]Imidazole-6-carboxylic acid methyl ester COC(=O)C=1C=CC2=C(N(C(=N2)CC2=C(C=C(C=C2F)B2OC(C(O2)(C)C)(C)C)F)CCOC)C1